COC1=C(CN2C(NCC23CCC(CC3)(C3=CC=CC=C3)NC)=O)C=CC=C1 1-(2-methoxybenzyl)-8-(methylamino)-8-phenyl-1,3-diazaspiro[4.5]decan-2-one